OCCC1=CC=C(OC(C)C2=CC(=NN2C2=CC=CC=C2)C)C=C1 5-[1-[4-(2-hydroxyethyl)phenoxy]ethyl]-3-methyl-1-phenyl-pyrazole